(2R,3S,4S,5S)-4-(aminomethyl)-3-(2-methylphenyl)-4-(5-chloro-2-fluorophenyl)-5-neopentylpyrrolidine-2-carboxylic acid tert-butyl ester C(C)(C)(C)OC(=O)[C@@H]1N[C@H]([C@@]([C@@H]1C1=C(C=CC=C1)C)(C1=C(C=CC(=C1)Cl)F)CN)CC(C)(C)C